C1(=CC=C(C=C1)N1C2=CC=CC=C2C=2C(=CC=CC12)B(O)O)C1=CC=CC=C1 (9-([1,1'-biphenyl]-4-yl)-9H-carbazol-4-yl)boronic acid